C1(CCC1)NC(=O)C=1C=C(C(N(C1)CC1=CC(=CC=C1)O)=O)C(=O)NC N5-cyclobutyl-1-(3-hydroxybenzyl)-N3-methyl-2-oxo-1,2-dihydropyridine-3,5-dicarboxamide